FC1=CC2=C(N=C(S2)C)C=C1[C@H](C)N1C[C@@H](C[C@@H]1C)OC=1N=CC2=C(N1)CN(C2)C(C)=O [2-[(3R,5S)-1-[(1S)-1-(6-fluoro-2-methyl-1,3-benzothiazol-5-yl)ethyl]-5-methyl-pyrrolidin-3-yl]oxy-5,7-dihydropyrrolo[3,4-d]pyrimidin-6-yl]ethanone